C(C)N(S(=O)(=O)C1=CC=2C(N=C1)=NSN2)[C@@H](C(F)(F)F)C2=CC=C(C=C2)F (R)-N-ethyl-N-(2,2,2-trifluoro-1-(4-fluorophenyl)ethyl)-[1,2,5]thiadiazolo[3,4-b]pyridine-6-sulfonamide